((2R,7aR)-2-Fluoro-2,3-dihydro-1H-pyrrolizin-7a(5H)-yl)methanol F[C@@H]1C[C@@]2(C=CCN2C1)CO